FC=1C=NC=2C3C=CC(C2C1)N3C(=O)NC3=CC(=C(C=C3)C(F)(F)F)C3=NN(C=C3)C 3-fluoro-N-(3-(1-methyl-1H-pyrazol-3-yl)-4-(trifluoromethyl)phenyl)-5,8-dihydro-5,8-epiminoquinoline-9-carboxamide